ClCC1NC2=C(C=NC=C2)N1C1CCOCC1 2-(chloromethyl)-3-(tetrahydro-2H-pyran-4-yl)-2,3-dihydro-1H-imidazo[4,5-c]Pyridine